BrC1=CC=C2/C(/C(NC2=C1)=O)=C(\C1=CC=CC=C1)/OC (Z)-6-bromo-3-(methoxy(phenyl)methylene)indolin-2-one